7-(5-bromo-1-(ethylsulfonyl)-1H-indol-6-yl)-2,5-dimethyl-2,5-dihydro-4H-pyrazolo[4,3-c]pyridin-4-one BrC=1C=C2C=CN(C2=CC1C=1C=2C(C(N(C1)C)=O)=CN(N2)C)S(=O)(=O)CC